lithiolanthanum [Li][La]